OCC(C)[C@H]1[C@@H](C[C@@H](CC1)C)O (1R,2S,5R)-2-(1-hydroxypropan-2-yl)-5-methylcyclohexan-1-ol